ClC1=C(C=O)C=C(C=N1)C(F)(F)F 2-chloro-5-(trifluoromethyl)nicotinaldehyde